(3S,4S)-4-aminotetrahydro-2H-pyran-3-ol hydrochloride Cl.N[C@@H]1[C@@H](COCC1)O